[Si](C)(C)(C(C)(C)C)OC1CC2CN(CC(C1)N2C=2SC=1CN(CCC1N2)C(CC2CCCC2)=O)C(=O)OC(C)(C)C tert-butyl 7-((tert-butyldimethylsilyl)oxy)-9-(5-(2-cyclopentylacetyl)-4,5,6,7-tetrahydrothiazolo[5,4-c]pyridin-2-yl)-3,9-diazabicyclo[3.3.1]nonane-3-carboxylate